6-(4,4-Dimethylcyclohexyl)pyridazin-3(2H)-one CC1(CCC(CC1)C=1C=CC(NN1)=O)C